N1-(4-amino-1,3-dihydrofuro[3,4-c]pyridin-7-yl)-N2-((5-carbamoylpyridin-2-yl)methyl)-N2-(1-(3-fluoropyridin-2-yl)ethyl)oxalamide NC1=NC=C(C2=C1COC2)NC(C(=O)N(C(C)C2=NC=CC=C2F)CC2=NC=C(C=C2)C(N)=O)=O